FCC1=NN=C(S1)N 5-(fluoromethyl)-1,3,4-thiadiazol-2-amine